1H-benzo[c][1,2,6]thiadiazin-4-amine-2,2-dioxide N1S(N=C(C2=C1C=CC=C2)N)(=O)=O